COC(=O)C1=C(C(=NN1C1=CC=C(C=C1)C(NC1=NC=CC(=C1)C(F)(F)F)=O)Br)N 4-amino-3-bromo-1-(4-((4-(trifluoromethyl)pyridin-2-yl)carbamoyl)phenyl)-1H-pyrazole-5-carboxylic acid methyl ester